amino-3'-cyano-6'-methyl-2-oxo-5-(trifluoromethoxy)spiro[indoline-3,4'-pyran]-5'-carboxylic acid ethyl ester C(C)OC(=O)C=1C2(C(=C(OC1C)N)C#N)C(NC1=CC=C(C=C12)OC(F)(F)F)=O